4-fluoro-N-(4-(1-(2-hydroxy-2-methylpropanoyl)piperidin-4-yl)phenyl)isoindoline-2-carboxamide FC1=C2CN(CC2=CC=C1)C(=O)NC1=CC=C(C=C1)C1CCN(CC1)C(C(C)(C)O)=O